BrCCCCCCCC(OCCCC\C=C/CC)OCCCC\C=C/CC (Z)-8-((8-bromo-1-(((Z)-oct-5-en-1-yl)oxy)octyl)oxy)oct-3-ene